1,4λ4-oxathian-4-imine 4-oxide O1CCS(CC1)(=N)=O